C[C@@H]1N(CCNC1)C(=O)OCC1=CC=CC=C1 benzyl (2S)-2-methylpiperazine-1-carboxylate